C1(=CC=CC=C1)C1=C(CCCCCCC(CCCC1)O)C1=CC=CC=C1 diphenylcyclotridecan-8-en-1-ol